tert-butyl 2-(3-amino-5-fluorophenyl)piperidine-1-carboxylate NC=1C=C(C=C(C1)F)C1N(CCCC1)C(=O)OC(C)(C)C